tert-butyl (3R,4R)-3-fluoro-4-{[5-formyl-7-(2-methylpropyl)imidazo[4,3-f][1,2,4]triazin-2-yl]amino}piperidine-1-carboxylate F[C@@H]1CN(CC[C@H]1NC1=NN2C(C=N1)=C(N=C2CC(C)C)C=O)C(=O)OC(C)(C)C